(4-(4-bromobutoxy)-1-carbonylisoindolin-2-yl)piperidine-2,6-dione BrCCCCOC1=C2CN(C(C2=CC=C1)=C=O)N1C(CCCC1=O)=O